7-BROMO-2-METHYL-2H-INDAZOLE-3-CARBALDEHYDE BrC1=CC=CC2=C(N(N=C12)C)C=O